3-[6-[3-[4-[(3R,5R)-5-[(5-chloro-1-methyl-6-oxo-pyridazin-4-yl)amino]-1-methyl-3-piperidyl]benzoyl]-3-azaspiro[5.5]undecan-9-yl]-3-pyridyl]piperidine-2,6-dione ClC1=C(C=NN(C1=O)C)N[C@@H]1C[C@@H](CN(C1)C)C1=CC=C(C(=O)N2CCC3(CC2)CCC(CC3)C3=CC=C(C=N3)C3C(NC(CC3)=O)=O)C=C1